C(CCCCCCC)NCCC[Si](OC)(C)C octylaminopropyldimethylmethoxysilane